1-[5-(4-bromo-2,6-dichloro-phenoxy)-2-[(4-methoxyphenyl)methoxy]phenyl]sulfonyl-4,4-difluoro-piperidine BrC1=CC(=C(OC=2C=CC(=C(C2)S(=O)(=O)N2CCC(CC2)(F)F)OCC2=CC=C(C=C2)OC)C(=C1)Cl)Cl